(R)-N1-(3-amino-2-hydroxypropyl)-4-(2-amino-1,3,8-triazaspiro[4.5]dec-1-en-8-yl)-3-(2H-tetrazol-5-yl)benzene-1,2-disulfonamide NC[C@H](CNS(=O)(=O)C=1C(=C(C(=CC1)N1CCC2(CNC(=N2)N)CC1)C=1N=NNN1)S(=O)(=O)N)O